FC=1C(=C(OC2=CC=C(C=C2)C2=NN(C3=C2C=NC=C3)[C@H]3CN(CC3)C(C=C)=O)C=CC1)C (R)-1-(3-(3-(4-(3-fluoro-2-methylphenoxy)phenyl)-1H-pyrazolo[4,3-c]pyridin-1-yl)pyrrolidin-1-yl)prop-2-en-1-one